C(C)(C)(C)OC(=O)N1C[C@H](CC1)NC=1C=NN(C1)C (3S)-3-[(1-methyl-1H-pyrazol-4-yl)amino]pyrrolidine-1-carboxylic acid tert-butyl ester